7-Ethyl-2-(2-{3-[4-(2-hydroxy-ethyl)-piperazin-1-yl]-phenylamino}-pyrimidin-4-yl)-3-phenyl-thiazolo[3,2-a]pyrimidin-5-one C(C)C=1N=C2N(C(C1)=O)C(=C(S2)C2=NC(=NC=C2)NC2=CC(=CC=C2)N2CCN(CC2)CCO)C2=CC=CC=C2